2-(5-fluoro-1,3-benzoxazol-2-ylamino)-5-nitro-1,3-benzoxazole FC=1C=CC2=C(N=C(O2)NC=2OC3=C(N2)C=C(C=C3)[N+](=O)[O-])C1